(R)-7-((5-(2-(2-hydroxypropan-2-yl)morpholino)pyridin-2-yl)amino)-4-(7-methyl-7H-pyrrolo[2,3-d]pyrimidin-4-yl)isoindolin-1-one OC(C)(C)[C@@H]1OCCN(C1)C=1C=CC(=NC1)NC=1C=CC(=C2CNC(C12)=O)C=1C2=C(N=CN1)N(C=C2)C